N1C=NC=C1CC(C(=O)O)NC(C=CC=1N=CNC1)=O 3-(1H-imidazol-5-yl)-2-{[3-(1H-imidazol-4-yl)prop-2-enoyl]amino}propanoic acid